OC(CCCCCCC=CC=CC(=O)O)C(CCCCC)O 12,13-dihydroxy-9Z-octadecadienoic acid